2-(5-Methyl-1-oxoisochroman-3-yl)acetic acid CC1=C2CC(OC(C2=CC=C1)=O)CC(=O)O